C1(CC1)C=1C=C(C2=C(N1)N(N=C2)C)C(=O)OCC ethyl 6-cyclopropyl-1-methyl-1H-pyrazolo[3,4-b]pyridine-4-carboxylate